ClC=1C=C(C=CC1N)NCCN1CCOCC1 3-chloro-N1-(2-morpholinoethyl)benzene-1,4-diamine